C(N)(=O)C1=NC(=NC=C1)N1CCC(CC1)C(=O)O 1-(4-carbamoylpyrimidin-2-yl)piperidine-4-carboxylic acid